4-(4-chloro-2-(pyrrolidin-1-yl)phenoxy)piperidine-1-carboxylic acid tert-butyl ester C(C)(C)(C)OC(=O)N1CCC(CC1)OC1=C(C=C(C=C1)Cl)N1CCCC1